(3aR,4R,6R,6aR)-4-(4-amino-5-deuteropyrrolo[2,1-f][1,2,4]triazine-7-yl)-6-(hydroxymethyl)-2,2-dimethyltetrahydrofurano[3,4-d][1,3]dioxole-4-carbonitrile NC1=NC=NN2C1=C(C=C2[C@@]2(O[C@@H]([C@H]1OC(O[C@H]12)(C)C)CO)C#N)[2H]